N1=C(C=CC=C1)CN(CCCCCCCCCCCCCCCCCC)CC1=NC=CC=C1 bis(2-picolyl)octadecylamine